ClC1=C(C2=C(S1)[C@@]1(C[C@@H](NCC1)C)OCC2O)Cl (2'S,7R)-2,3-dichloro-2'-methyl-spiro[4,5-dihydrothieno[2,3-c]pyran-7,4'-piperidine]-4-ol